FC(OC1=CC=C(C=N1)[C@H](CC(=O)O)N1C(N(CC1)CCCC1=NC=2NCCCC2C=C1)=O)F (S)-3-(6-(difluoromethoxy)pyridin-3-yl)-3-(2-oxo-3-(3-(5,6,7,8-tetrahydro-1,8-naphthyridin-2-yl)propyl)imidazolidin-1-yl)propanoic acid